C1(=CC=CC=C1)C(=C)NC=1C=C(C=CC1)NC(C)=O (R)-N-(3-((1-phenylvinyl)amino)phenyl)acetamide